FC=1C=C(C=C2C=CC(=NC12)N1C[C@H]2[C@@H](C1)CCO2)CN2C[C@H](CC2)OC=2C=C1CN(C(C1=CC2)=O)[C@@H]2C(NC(CC2)=O)=O |o1:13,14| (S)-3-(5-(((S)-1-((8-fluoro-2-((3aR*,6aR*)-hexahydro-5H-furo[2,3-c]pyrrol-5-yl)quinolin-6-yl)methyl)pyrrolidin-3-yl)oxy)-1-oxoisoindolin-2-yl)piperidine-2,6-dione